ClC=1C=C(C=CC1C(F)(F)F)NC(=O)[C@H]1[C@H]2C[C@@H]([C@@H]([C@@H]1C1=CC(=CC=C1)C(F)(F)F)O2)O |r| rac-(1r,2r,3s,4r,5s)-N-(3-chloro-4-(trifluoromethyl)phenyl)-5-hydroxy-3-(3-(trifluoromethyl)phenyl)-7-oxabicyclo[2.2.1]heptane-2-carboxamide